OC(C#CC1=NC=CC(=N1)N1CCC(CC1)OC1CC(C1)O)(C)C 3-((1-(2-(3-hydroxy-3-methylbut-1-yn-1-yl)pyrimidin-4-yl)piperidin-4-yl)oxy)cyclobutan-1-ol